(E)-2-(3-(3-(4-ethylphenyl)prop-1-en-1-yl)benzyl)imidazolidin-4-one C(C)C1=CC=C(C=C1)C/C=C/C=1C=C(CC2NCC(N2)=O)C=CC1